N-(2-(1-(2-((2,6-dioxopiperidin-3-yl)amino)benzyl)piperidin-4-yl)-6-(2-hydroxypropan-2-yl)-2H-indazol-5-yl)-6-(trifluoromethyl)nicotinamide O=C1NC(CCC1NC1=C(CN2CCC(CC2)N2N=C3C=C(C(=CC3=C2)NC(C2=CN=C(C=C2)C(F)(F)F)=O)C(C)(C)O)C=CC=C1)=O